2-(2-((2S,3S,4R)-2-(aminomethyl)-5-chloro-6-fluoro-3-methyl-2-phenyl-2,3-dihydrobenzofuran-4-yl)-3,4-difluorophenoxy)ethan-1-ol NC[C@@]1(OC2=C([C@@H]1C)C(=C(C(=C2)F)Cl)C2=C(OCCO)C=CC(=C2F)F)C2=CC=CC=C2